5-(8-Amino-6-(trifluoromethyl)imidazo[1,2-a]pyrazin-3-yl)-2-ethylisoindolin-1-one trifluoroacetate salt FC(C(=O)O)(F)F.NC=1C=2N(C=C(N1)C(F)(F)F)C(=CN2)C=2C=C1CN(C(C1=CC2)=O)CC